C1(CCCCC1)C(=C)N1C(C2=CC=CC=C2C1=O)=O 2-(1-cyclohexylvinyl)isoindoline-1,3-dione